fluorenyl-salicylaldehyde C1(=CC=CC=2C3=CC=CC=C3CC12)OC=1C(C=O)=CC=CC1